Methylpentylene Carbonate C1(OC(CCCCO1)C)=O